ethyl 2-(3-amino-5-bromopyridin-4-yl)acetate NC=1C=NC=C(C1CC(=O)OCC)Br